IC1=CC(=C(C=C1C)N(C(C#CC)=O)C1=CC=C2C(=N1)C=NN2C(COC)C)C N-(4-iodo-2,5-dimethylphenyl)-N-[1-(1-methoxypropan-2-yl)pyrazolo[4,3-b]pyridin-5-yl]but-2-ynamide